N-(3-((3-methyl-6-((1-methyl-1H-pyrazol-4-yl)amino)pyrazin-2-yl)oxy)phenyl)acrylamide CC=1C(=NC(=CN1)NC=1C=NN(C1)C)OC=1C=C(C=CC1)NC(C=C)=O